dodecyl ((7-(2-(4-(6-fluorobenzo[b]thiophen-4-yl)piperazin-1-yl)ethyl)-2-oxo-3,4-dihydroquinolin-1(2H)-yl)methyl) carbonate C(OCCCCCCCCCCCC)(OCN1C(CCC2=CC=C(C=C12)CCN1CCN(CC1)C1=CC(=CC=2SC=CC21)F)=O)=O